OC(CS(=O)(=O)O)COCC=C 2-hydroxy-3-(2-propenoxy)propanesulfonic acid